(difluoromethoxy)aniline FC(ONC1=CC=CC=C1)F